2'-isobutylthiobis(4,6-dimethylphenol) C(C(C)C)C1(C(C(=CC(=C1)C)C)O)SC1=C(C(=CC(=C1)C)C)O